BrCC(=O)C1=C(C(=NC=C1)N[C@@H]1COCC1)F (S)-2-bromo-1-(3-fluoro-2-((tetrahydrofuran-3-yl)amino)pyridin-4-yl)ethan-1-one